3-Isopropyl-4-methyl-2,6-diphenyl-4-piperidinol C(C)(C)C1C(NC(CC1(O)C)C1=CC=CC=C1)C1=CC=CC=C1